C(C)C(COS(=O)(=O)[O-])CCCC.[Na+] sodium 2-ethylhexyl-sulfate salt